dimethyl-hydroxyethyl-ammonium chloride [Cl-].C[NH+](CCO)C